F[Si](Cl)(F)F trifluorochlorosilane